ClC1=CC(=C(C=C1)S(=O)(=O)N1N=C(C=C1)C(=O)NCC1=NC=C(N=C1)C)C 1-(4-chloro-2-methyl-phenyl)sulfonyl-N-[(5-methylpyrazin-2-yl)methyl]pyrazole-3-carboxamide